ClCC(=O)C1N(CC(C1)C)C(=O)OC(C)(C)C rac-tert-butyl 2-(2-chloroacetyl)-4-methylpyrrolidine-1-carboxylate